methyl 4-[2-[4-[1-(2-ethoxyethyl)-1H-2-benzimidazolyl]-1-piperidinyl]-ethyl]-α,α-dimethylbenzeneacetate C(C)OCCN1C(=NC2=C1C=CC=C2)C2CCN(CC2)CCC2=CC=C(C=C2)C(C(=O)OC)(C)C